4-(2,6-dimethoxypyridin-4-yl)-N-(4-(methylsulfonyl)-3-(trifluoromethyl)phenyl)thiazol-2-amine COC1=NC(=CC(=C1)C=1N=C(SC1)NC1=CC(=C(C=C1)S(=O)(=O)C)C(F)(F)F)OC